N-(5-methoxy-3-methylthiopyridin-2-yl)trimethylacetamide COC=1C=C(C(=NC1)NC(C(C)(C)C)=O)SC